(3R,4R)-3-METHYL-4-VINYLDIHYDROFURAN-2(3H)-ONE C[C@H]1C(OC[C@@H]1C=C)=O